Cl.NC=1C=C(C2=CC=CC=C2C1)C1=C2C(=NC(=C1C#N)N1CC3(CNC3)CC1)CC(OC2)(C)C 4-(3-aminonaphthalen-1-yl)-7,7-dimethyl-2-(2,6-diazaspiro[3.4]octan-6-yl)-7,8-dihydro-5H-pyrano[4,3-b]pyridine-3-carbonitrile hydrochloride